7-(2-{5-[(7R)-7-amino-2-azabicyclo[2.2.1]heptane-2-carbonyl]-7-methoxy-1-methyl-1H-1,3-benzodiazol-2-yl}-1-(cyclopropylmethyl)-1H-pyrrolo[2,3-b]pyridin-6-yl)isoquinolin-2-ium-2-olate N[C@H]1C2N(CC1CC2)C(=O)C2=CC1=C(N(C(=N1)C1=CC=3C(=NC(=CC3)C3=CC=C4C=C[N+](=CC4=C3)[O-])N1CC1CC1)C)C(=C2)OC